1-(5-(4-(3-ethylmorpholino)-6-((isopropylsulfonyl)methyl)pyrimidin-2-yl)-1H-pyrrolo[3,2-b]pyridin-2-yl)-N-methylmethanamine C(C)C1COCCN1C1=NC(=NC(=C1)CS(=O)(=O)C(C)C)C1=CC=C2C(=N1)C=C(N2)CNC